C1(=CC=CC=C1)[Si](OC(C)C)(OC(C)C)C1=CC=CC=C1 Diphenyl-diisopropyloxysilane